N-(3-chloro-4-fluorophenyl)-N-(4-(5-(difluoromethyl)-1,3,4-oxadiazol-2-yl)-2-fluorobenzyl)-6-methyl-2,6-diazaspiro[3.3]heptane-2-thioamide ClC=1C=C(C=CC1F)N(C(=S)N1CC2(C1)CN(C2)C)CC2=C(C=C(C=C2)C=2OC(=NN2)C(F)F)F